C(C)(C)(C)OC(NCC1=NOC(=N1)C1=C(C=C(C=C1)C(F)(F)F)[N+](=O)[O-])=O ((5-(2-nitro-4-(trifluoromethyl)phenyl)-1,2,4-oxadiazol-3-yl)methyl)carbamic acid tert-butyl ester